7,7'-azanediyldi(heptanoate) N(CCCCCCC(=O)[O-])CCCCCCC(=O)[O-]